(7-chloro-8-fluoro-2-((hexahydro-1H-pyrrolizin-7a-yl)methoxy)pyrido[4,3-d]pyrimidin-4-yl)-3-methylpiperidin-3-ol ClC1=C(C=2N=C(N=C(C2C=N1)N1CC(CCC1)(O)C)OCC12CCCN2CCC1)F